(R)-3-(7-Chloro-10-(3-(4-chlorophenoxy)propyl)-4-methyl-1-oxo-6-(1,3,5-trimethyl-1H-pyrazol-4-yl)-3,4-dihydropyrazino[1,2-a]indol-2(1H)-yl)-1-methyl-1H-indole-5-carboxylic Acid ClC=1C=CC=2C(=C3N(C2C1C=1C(=NN(C1C)C)C)[C@@H](CN(C3=O)C3=CN(C1=CC=C(C=C31)C(=O)O)C)C)CCCOC3=CC=C(C=C3)Cl